FC=1C(=CC(=C(C1)N1C[C@@H](N([C@@H](C1)C)C(=O)OC(C)(C)C)C)NC(C1=C(C=C(C=C1)F)C(F)(F)F)=O)C=1C=NC(=NC1)N1CCOCC1 tert-butyl (2S,6R)-4-(5-fluoro-2-(4-fluoro-2-(trifluoromethyl) benzoylamino)-4-(2-morpholinopyrimidin-5-yl) phenyl)-2,6-dimethylpiperazine-1-carboxylate